(E)-1-(4-(6-methyl-7-(5-methyl-1H-indazol-4-yl)-5,6,7,8-tetrahydroquinazolin-4-yl)piperazin-1-yl)-4-(methylamino)but-2-en-1-one CC1CC=2C(=NC=NC2CC1C1=C2C=NNC2=CC=C1C)N1CCN(CC1)C(\C=C\CNC)=O